CNC=1C(C=CC(C1)=O)=O 2-methylamino-1,4-benzoquinone